1-(7-((2-fluorophenyl)amino)-3,4-dihydroisoquinolin-2(1H)-yl)prop-2-en-1-one FC1=C(C=CC=C1)NC1=CC=C2CCN(CC2=C1)C(C=C)=O